methyl (1R,3S)-1-(3-bromo-4-fluorobenzyl)-3-(cyclopropanesulfonamido)cyclopentane-1-carboxylate BrC=1C=C(C[C@]2(C[C@H](CC2)NS(=O)(=O)C2CC2)C(=O)OC)C=CC1F